[O].[B].[Fe].[Nd] neodymium-iron-boron oxygen